[N+](=O)([O-])C1(CCCC1)CCC(=O)O 3-(1-nitrocyclopentyl)propanoic acid